C(#N)C1=C(C=C(C(=C1)CCCC)C#N)CCCC 2,5-dicyano-1,4-di(n-butyl)benzene